2-((1-methyl-3-(trifluoromethyl)-1H-pyrazol-5-yl)oxy)-1-(4-phenoxyphenyl)ethan-1-one-O-ethyloxime C(C)ON=C(COC1=CC(=NN1C)C(F)(F)F)C1=CC=C(C=C1)OC1=CC=CC=C1